COC1=CC=C(C=N1)C1=CC=CC2=C1OC(CO2)CNC(=O)C=2OC(=CC2)CN2CCN(CC2)C 5-(4-Methyl-piperazin-1-ylmethyl)-furan-2-carboxylic acid [8-(6-methoxy-pyridin-3-yl)-2,3-dihydro-benzo[1,4]dioxin-2-ylmethyl]-amide